N3-Methyl-1-((S)-1-phenylethyl)-N5-((tetrahydrofuran-3-yl)methyl)-1H-pyrazole-3,5-dicarboxamide CNC(=O)C1=NN(C(=C1)C(=O)NCC1COCC1)[C@@H](C)C1=CC=CC=C1